Z-3-bromo-1,2,3,4,4-pentafluorobut-1-ene BrC(/C(=C/F)/F)(C(F)F)F